(S)-9-(2-Chloro-thiazol-5-ylmethyl)-2-(8-oxa-3-aza-bicyclo[3.2.1]oct-3-yl)-8-trifluoromethyl-6,7,8,9-tetrahydro-pyrimido[1,2-a]-pyrimidin-4-one ClC=1SC(=CN1)CN1[C@@H](CCN2C1=NC(=CC2=O)N2CC1CCC(C2)O1)C(F)(F)F